5-((4-fluorocyclohexyl)methoxy)-1,3,4-thiadiazol-2-amine FC1CCC(CC1)COC1=NN=C(S1)N